(R)-2-(2-aminoethyl)-4-chloro-5-(3-((6-(3,5-dimethylisoxazol-4-yl)pyrimidin-4-yl)oxy)pyrrolidin-1-yl)pyridazin-3(2H)-one NCCN1N=CC(=C(C1=O)Cl)N1C[C@@H](CC1)OC1=NC=NC(=C1)C=1C(=NOC1C)C